N-(5-(N'-hydroxycarbamimidoyl)-2,3-dihydro-1H-inden-1-yl)-2-methyl-2H-tetrazole-5-carboxamide ON=C(N)C=1C=C2CCC(C2=CC1)NC(=O)C=1N=NN(N1)C